OC1=C(C(=O)NNC(=O)OC[C@]2([C@@H](N3C(C[C@H]3S2(=O)=O)=O)C(=O)O)C)C=CC=C1O (2S,3R,5R)-3-(((2-(2,3-dihydroxybenzoyl)hydrazinecarbonyl)oxy)methyl)-3-methyl-7-oxo-4-thia-1-azabicyclo[3.2.0]heptane-2-carboxylic acid 4,4-dioxide